BrC=1C(=C(C=CC1)CO)C(F)(F)F (3-bromo-2-(trifluoromethyl)phenyl)methanol